C(C)(C)(C)C1=CC=C(C=C1)C(C(=O)N)CC (4-(tert-butyl)phenyl)butanamide